ClC1=C(C=CC=C1C1=CC2=C(N=C(N=C2)NC)N2C1=NN=C2)O 2-chloro-3-(2-(methylamino)-[1,2,4]triazolo[4',3':1,6]pyrido[2,3-d]pyrimidin-6-yl)phenol